N1(CCCCCC1)C=1N=C(C2=C(C=NNC2=O)N1)NC1=CC=C(C=C1)OCCN1CC(NCC1)=O 2-(azepan-1-yl)-4-((4-(2-(3-oxopiperazin-1-yl)ethoxy)phenyl)amino)pyrimido[4,5-d]pyridazin-5(6H)-one